2,2-Diphenyl-8-(4-(3-((tetrahydro-2H-pyran-2-yl)oxy)propyl)phenyl)-7,8-dihydro-6H-[1,3]dioxolo[4,5-h]chromen-6-one C1(=CC=CC=C1)C1(OC2=C(C=CC=3C(CC(OC23)C2=CC=C(C=C2)CCCOC2OCCCC2)=O)O1)C1=CC=CC=C1